NC=1C=2N(C(=CN1)F)C(=NC2C2=CC=C(C=C2)[C@](C)(C2=CC(=CC=C2)C(F)(F)F)O)[C@H]2CN1C(CC[C@@H]1CC2)=O (6R,8aS)-6-[8-amino-5-fluoro-1-(4-{(1R)-1-hydroxy-1-[3-(trifluoromethyl)phenyl]ethyl}phenyl)imidazo[1,5-a]pyrazin-3-yl]hexahydroindolizin-3(2H)-one